CCC(CCC(C)C)C1=CC=CC=2SC3=CC=CC=C3NC12 (3-isooctyl)-phenothiazine